(4-(2-morpholinyl-2-oxoethyl)-2-(piperidin-1-yl)phenyl)-2-(1H-pyrazol-4-yl)thiazole-4-carboxamide morpholin-4-ylacetate N1(CCOCC1)CC(=O)O.N1(CCOCC1)C(CC1=CC(=C(C=C1)C1=C(N=C(S1)C=1C=NNC1)C(=O)N)N1CCCCC1)=O